1-(5-{8-chloroimidazo[1,2-a]1,6-naphthyridin-4-yl}-4-methylpyridin-2-yl)ethanone ClC1=NC=C2C=C(C=3N(C2=C1)C=CN3)C=3C(=CC(=NC3)C(C)=O)C